45-(2,5-dioxo-2,5-dihydro-1H-pyrrol-1-yl)-6,12,18,24,30-pentamethyl-7,13,19,25,31,34,43-heptaoxo-3,9,15,21,27,36,39-heptaoxa-6,12,18,24,30,33,42-heptaazapentatetracontanoic acid O=C1N(C(C=C1)=O)CCC(NCCOCCOCC(NCC(N(CCOCC(N(CCOCC(N(CCOCC(N(CCOCC(N(CCOCC(=O)O)C)=O)C)=O)C)=O)C)=O)C)=O)=O)=O